ClC=1C(=NN(C1)COCC[Si](C)(C)C)COC 4-chloro-3-(methoxymethyl)-1-((2-(trimethylsilyl)ethoxy)methyl)-1H-pyrazole